argon (6-bromo-3-pyridyl)boronic acid BrC1=CC=C(C=N1)B(O)O.[Ar]